6-[2-(3-cyclopropyl-4,5-dihydroisoxazol-5-yl)-5-ethylsulfonyl-1-methyl-imidazol-4-yl]-2,2-difluoro-5H-[1,3]dioxolo[4,5-f]isoindol-7-one C1(CC1)C1=NOC(C1)C=1N(C(=C(N1)N1CC=2C=C3C(=CC2C1=O)OC(O3)(F)F)S(=O)(=O)CC)C